lithium 2-(2-hydroxypropan-2-yl)-1,3-thiazol-5-sulfinate OC(C)(C)C=1SC(=CN1)S(=O)[O-].[Li+]